C1(=CC=CC=C1)NC(CC[Si](OC)(OC)OC)CCCCC N-phenyl-3-aminooctyl-trimethoxysilane